ClC1=CC=C(CN2CCN(CC2)C=2C=C(C=NC2)O)C=C1 5-(4-(4-chlorobenzyl)piperazin-1-yl)-3-hydroxypyridine